NC=1N=C(C=C2C=CN=CC12)Cl 8-amino-6-chloro-2,7-naphthyridine